F[C@H]1CNCC[C@@H]1NC(OC(C)(C)C)=O tert-butyl N-[(3S,4S)-3-fluoro-4-piperidyl]carbamate